(5,6-DIMETHYLBENZO[D]OXAZOL-2-YL)METHANOL CC=1C(=CC2=C(N=C(O2)CO)C1)C